Imidazoleium N1C=[NH+]C=C1